2-Chloro-3-methoxy-5-nitro-N-(2,2,2-trifluoroethyl)pyridin-4-amine ClC1=NC=C(C(=C1OC)NCC(F)(F)F)[N+](=O)[O-]